COC=1C=C(C(=C(OCC(=O)O)C1)C(=O)OC)\C=C\C1=CC=CC=C1 (E)-2-[5-methoxy-2-(methoxycarbonyl)-3-styrylphenoxy]acetic acid